tert-butyl N-{10-[(2-cyanoethyl)amino]decyl}carbamate C(#N)CCNCCCCCCCCCCNC(OC(C)(C)C)=O